[4-methyl-6-(trifluoromethyl)pyrimidin-2-yl]-4-oxo-3,4-dihydroquinazolin CC1=NC(=NC(=C1)C(F)(F)F)C1=NC2=CC=CC=C2C(N1)=O